hydroxyisodecyl methacrylate C(C(=C)C)(=O)OC(CCCCCCC(C)C)O